FC1=C(C=CC=C1)C(C(=O)OC)C(=O)OC Dimethyl 2-(2-fluorophenyl)malonate